(R)-N-(2-fluoro-3-hydroxy-3-methylbutyl)-6-(6-fluoropyridin-3-yl)-4-((3-hydroxy-3-methylbutyl)amino)pyrrolo[1,2-b]pyridazine-3-carboxamide F[C@H](CNC(=O)C1=C(C=2N(N=C1)C=C(C2)C=2C=NC(=CC2)F)NCCC(C)(C)O)C(C)(C)O